1-(o-tolyl)-7-(trifluoromethyl)pyrido-[2,3-d]pyrimidin-2(1H)-one C1(=C(C=CC=C1)N1C(N=CC2=C1N=C(C=C2)C(F)(F)F)=O)C